Methyl 4-(5-amino-6-(6-(trifluoromethyl)pyridin-3-yl)pyrazin-2-yl)benzoate NC=1N=CC(=NC1C=1C=NC(=CC1)C(F)(F)F)C1=CC=C(C(=O)OC)C=C1